2-(2-(2-fluoroethoxy)pyridin-3-yl)pyrazolo[5,1-b]thiazole-7-carboxylic acid FCCOC1=NC=CC=C1C1=CN2C(S1)=C(C=N2)C(=O)O